rac-(3aR,5R,7S,7aR)-1-isopropyl-5-(6-ethoxypyridin-2-yl)-3,3,5,7-tetraethyloctahydrobenzo[c]isoxazole C(C)(C)N1OC([C@H]2[C@H]1[C@H](C[C@@](C2)(CC)C2=NC(=CC=C2)OCC)CC)(CC)CC |r|